3-(isoquinolin-4-yl)-1-(4-methyl-1-((2-(trimethylsilyl)ethoxy)methyl)-1H-imidazol-2-yl)-2-oxoimidazoline-4-carbonitrile C1=NC=C(C2=CC=CC=C12)N1C(N(CC1C#N)C=1N(C=C(N1)C)COCC[Si](C)(C)C)=O